FC(OC1=CC=2C3=C(NC2C=C1)C=CC=N3)(F)F 8-(trifluoromethoxy)-5H-pyrido[3,2-b]indole